FC(COC1=CC=C(CN2CCN(CC2)C=O)C=C1)(F)F 4-(4-(2,2,2-trifluoroethoxy)benzyl)piperazin-1-yl-methanone